(3S,10R)-7-(4-acryloylpiperazin-1-yl)-10-(6-fluoro-1-methyl-1H-indazol-7-yl)-3-(methoxymethyl)-9-(trifluoromethyl)-2,3-dihydro-5H-[1,4]thiazino[2,3,4-ij]quinazolin-5-one C(C=C)(=O)N1CCN(CC1)C1=NC(N2C3=C(C(=C(C=C13)C(F)(F)F)C=1C(=CC=C3C=NN(C13)C)F)SC[C@@H]2COC)=O